FC=1C=C2C(=CC=NC2=CC1)[C@H]1CC[C@H](CC1)C[C@@H](C)C=1SC=CN1 ((R)-1-((cis)-4-(6-fluoroquinolin-4-yl)cyclohexyl)propan-2-yl)thiazol